(3-((benzyloxy)methyl)-4-ethyl-5-oxo-4,5-dihydro-1H-1,2,4-triazol-1-yl)-3-fluoro-7-isopropylfuro[3,4-b]pyridin-5(7H)-one C(C1=CC=CC=C1)OCC1=NN(C(N1CC)=O)C1=C(C=C2C(=N1)C(OC2=O)C(C)C)F